Bis(styryl)biphenyl C(=CC1=CC=CC=C1)C1=CC=C(C=C1)C1=CC=C(C=C1)C=CC1=CC=CC=C1